4-(3-((4-cyano-2-fluorobenzyl)oxy)-4-(trifluoromethyl)-1H-pyrazol-1-yl)piperidine-1-carboxylic acid tert-butyl ester C(C)(C)(C)OC(=O)N1CCC(CC1)N1N=C(C(=C1)C(F)(F)F)OCC1=C(C=C(C=C1)C#N)F